chloromethane ClC